CN(CCCOC1=NC=C(C=C1NS(=O)(=O)CCOC)C1=CC=2C3=C(C=NC2C=C1)N(C(C31CCC1)=O)C)C N-(2-(3-(Dimethylamino)propoxy)-5-(3'-methyl-2'-oxo-2',3'-dihydrospiro[cyclobutane-1,1'-pyrrolo[2,3-c]quinolin]-8'-yl)pyridin-3-yl)-2-methoxyethane-1-sulfonamide